hexahydro-2H-furo[3,2-b]pyrrole-5-carboxylic acid O1CCC2NC(CC21)C(=O)O